4-(1-Hydroxyethyl)-6-(1H-imidazol-1-yl)-N-((1r,4r)-4-(2-methoxyethoxy)cyclohexyl)picolinamide OC(C)C1=CC(=NC(=C1)N1C=NC=C1)C(=O)NC1CCC(CC1)OCCOC